C(CCC)OC=1C=C2CCC(=C(C2=CC1)CC)CN1CC(C1)C(=O)O 1-[(6-butoxy-1-ethyl-3,4-dihydronaphthalen-2-yl)methyl]Azetidine-3-carboxylic acid